butyl acryloylglycinate C(C=C)(=O)NCC(=O)OCCCC